methyl 1-((4-bromo-6-fluoro-1H-indol-5-yl)methyl)-6-oxo-1,6-dihydropyridine-3-carbimidothioate BrC1=C2C=CNC2=CC(=C1CN1C=C(C=CC1=O)C(=N)SC)F